2-(4-Chloropyrimidin-2-yl)-2-methyl-propionamide ClC1=NC(=NC=C1)C(C(=O)N)(C)C